NCC(C(F)(F)F)(O)C1=NC(=CC(=C1)C(C)(C)NC(OC(C)(C)C)=O)C1=CC(=C(C=C1)F)Cl tert-butyl (2-(2-(3-amino-1,1,1-trifluoro-2-hydroxypropan-2-yl)-6-(3-chloro-4-fluorophenyl)pyridin-4-yl)propan-2-yl)carbamate